CN1C(=C(C2=C1N=CN=C2N)C2=CC=C(C=C2)OC2=NC(=CC=C2)C)C=2C=NN(C2)C2CCN(CC2)S(=O)(=O)C=C 7-methyl-5-(4-((6-methylpyridin-2-yl)oxy)phenyl)-6-(1-(1-(vinylsulfonyl)piperidin-4-yl)-1H-pyrazol-4-yl)-7H-pyrrolo[2,3-d]pyrimidin-4-amine